ClC=1C=C(C=CC1)C(C(OC(=O)N[C@H](C(=O)N[C@H](C(=O)O)C[C@H]1C(NCC1)=O)CC1CCCCC1)C1=CC=CC=C1)(F)F (2S)-2-((2S)-2-(((2-(3-chlorophenyl)-2,2-difluoro-1-phenylethoxy)carbonyl)amino)-3-cyclohexylpropanamido)-3-((S)-2-oxopyrrolidin-3-yl)propionic acid